7-Bromo-2-(1-isopropyl-3,5-dimethyl-1H-pyrazol-4-yl)-3H-imidazo[4,5-b]pyridine BrC1=C2C(=NC=C1)NC(=N2)C=2C(=NN(C2C)C(C)C)C